acryloxypropyl-fluorodimethylsilane C(C=C)(=O)OCCC[Si](C)(C)F